tert-butyl 2-(4-(pyrrolidin-1-yl)benzoyl)hydrazinecarboxylate N1(CCCC1)C1=CC=C(C(=O)NNC(=O)OC(C)(C)C)C=C1